Cl.CN1C(N(C2=C1C=C(C=C2)N2CCC(CC2)C(=O)O)C2C(N(C(CC2)=O)C)=O)=O 1-[3-methyl-1-(1-methyl-2,6-dioxo-3-piperidyl)-2-oxo-benzimidazol-5-yl]piperidine-4-carboxylic acid hydrochloride